N-(6-fluoro-1-hydroxy-1,3-dihydrobenzo[c][1,2]oxaborole-5-carbonyl)-N-(2-(6-fluoro-1-hydroxy-1,3-dihydrobenzo[c][1,2]oxaborole-5-carboxamido)ethyl)glycine FC=1C(=CC2=C(B(OC2)O)C1)C(=O)N(CC(=O)O)CCNC(=O)C1=CC2=C(B(OC2)O)C=C1F